2,2-difluoro-N-[4-(4-methyl-6-propionylpyridin-3-yl)-[1,2,4]triazolo[1,5-a]1,6-naphthyridin-8-yl]cyclopropane-1-carboxamide FC1(C(C1)C(=O)NC1=NC=C2C=C(C=3N(C2=C1)N=CN3)C=3C=NC(=CC3C)C(CC)=O)F